C12C(C3CC(CC(C1)C3)C2)=O 2-adamantanone